COC(CNC=1C=NC(=CC1)C)C 3-[(2-methoxypropyl)amino]-6-methylpyridin